C(CC)(=O)OC1C2C3C=CCC3C(C1)C2 tricyclo[5.2.1.0(2,6)]dec-4-en-8-yl propanoate